(2-amino-3-(3-(4-((5-fluoropyridin-2-yl)oxy)benzyl)isoxazol-5-yl)pyridin-1-ium-1-yl)methyl hydrogen phosphate P(=O)(OC[N+]1=C(C(=CC=C1)C1=CC(=NO1)CC1=CC=C(C=C1)OC1=NC=C(C=C1)F)N)(O)[O-]